(3S)-2-chloro-3-(4-(4-chlorophenyl)cyclohexyl)-1,4-naphthalenedione ClC=1C(C2=CC=CC=C2C(C1C1CCC(CC1)C1=CC=C(C=C1)Cl)=O)=O